[3,5-bis(trifluoromethyl)phenyl]-N-[(1-methyl-1H-pyrazol-4-yl)(1-methylpiperidin-3-yl)sulfamoyl]acetamide sodium salt [Na].FC(C=1C=C(C=C(C1)C(F)(F)F)CC(=O)NS(N(C1CN(CCC1)C)C=1C=NN(C1)C)(=O)=O)(F)F